BrC1=CC(=CC(=C1)OC1=CC=C(C=C1)C(F)(F)F)C 1-bromo-3-methyl-5-[4-(trifluoromethyl)phenoxy]benzene